(S*)-4-(4-Chloro-2-(5-fluoropyridin-2-yl)-1H-imidazol-5-yl)-3-methyl-3,6-dihydropyridine-1(2H)-sulfonamide ClC=1N=C(NC1C=1[C@@H](CN(CC1)S(=O)(=O)N)C)C1=NC=C(C=C1)F |o1:7|